2-Allyl-6-amino-1-isopropyl-1,2-dihydro-3H-pyrazolo[3,4-b]pyridin-3-one C(C=C)N1N(C2=NC(=CC=C2C1=O)N)C(C)C